3,5-di(nonafluorobutyl)-1,2,4-triazole potassium salt [K].FC(C(C(C1=NNC(=N1)C(C(C(C(F)(F)F)(F)F)(F)F)(F)F)(F)F)(F)F)(C(F)(F)F)F